BrC1=NN2C(N(C(=C(C2=O)N2CCN(CC2)C(=O)OC(C)(C)C)CC)CC(NC23CC(C2)(C3)C(C(F)(F)F)(F)F)=O)=N1 tert-butyl 4-(2-bromo-5-ethyl-7-oxo-4-(2-oxo-2-((3-(perfluoroethyl)bicyclo[1.1.1]pentan-1-yl)amino)ethyl)-4,7-dihydro-[1,2,4]triazolo[1,5-a]pyrimidin-6-yl)piperazine-1-carboxylate